BrC=1C=C(C2=C(N(C([C@H](CC2)NC(=O)N2N=CC(=C2)CC2=NC(=CC=C2)F)=O)C)C1)F (S)-N-(8-bromo-6-fluoro-1-methyl-2-oxo-2,3,4,5-tetrahydro-1H-benzo[b]azepin-3-yl)-4-((6-fluoropyridin-2-yl)methyl)-1H-pyrazole-1-carboxamide